NC=1C=C(C(=NC1)C)NC(=O)C=1C=C2C=CC(=NC2=CC1)OCCN1CCCC1 N-(5-amino-2-methylpyridin-3-yl)-2-(2-(pyrrolidin-1-yl)ethoxy)quinoline-6-carboxamide